1,5,6-trimethyl-7-vinyl-indazole CN1N=CC2=CC(=C(C(=C12)C=C)C)C